C(C)(C)(C)OC(=O)N1C2CC(C(C1)C2)=O 5-oxo-2-azabicyclo[2.2.1]heptane-2-carboxylic acid tert-butyl ester